C[Si](O[C@H]1C[C@H](CC1)C=1C=C(N(N1)C(C)(C)C)NC=1C=C2CCC(C2=CC1)=O)(C(C)(C)C)C 5-({5-[(1S,3R)-3-{[dimethyl(2-methylprop-2-yl)silyl]oxy}cyclopentyl]-2-(2-methylprop-2-yl)pyrazol-3-yl}amino)-2,3-dihydro-1H-inden-1-one